C(#N)C=1C(=NC(=C(C1CC)C#N)N1CCC(CC1)NC1CC1)SC(C(=O)N)C1=CC=CC=C1 2-((3,5-dicyano-6-(4-(cyclopropylamino)piperidin-1-yl)-4-ethylpyridin-2-yl)thio)-2-phenylacetamide